4-(3-bromoindol-1-yl)piperidine-1-carboxylic acid tert-butyl ester C(C)(C)(C)OC(=O)N1CCC(CC1)N1C=C(C2=CC=CC=C12)Br